1-nonanol N,N-dibutylaminoacetate C(CCC)N(CCCC)CC(=O)OCCCCCCCCC